C(C)(C)(C)OC(=O)N[C@@H](CCC(=O)OC)C methyl (R)-4-((tert-butoxycarbonyl)amino)pentanoate